CC1=C(CN2N=C3N([C@H](CCC3)C(=O)O)C2=O)C=CC=C1 |r| (5RS)-2-(2-Methylbenzyl)-3-oxo-2,3,5,6,7,8-hexahydro[1,2,4]triazolo[4,3-a]pyridine-5-carboxylic acid